C(C)C1=C(N=C(S1)NS(=O)(=O)C=1SC(=C(C1)C1=C(C=CC(=C1)F)F)Cl)C ethyl-2-[5-chloro-4-(2,5-difluorophenyl)thiophene-2-sulfonamido]-4-methyl-1,3-thiazole